C(C)OC(C(N)NCC1=CC=C(C=C1)C(C)(C)C)=O 2-((4-tert-Butylbenzyl)amino)glycine ethyl ester